(S)-methyl 4-azido-2-palmitoylaminobutyrate N(=[N+]=[N-])CC[C@@H](C(=O)OC)NC(CCCCCCCCCCCCCCC)=O